2-methyl-2-(trifluoromethyl)malonic acid dimethyl ester COC(C(C(=O)OC)(C(F)(F)F)C)=O